3-(tetramethyl-1,3,2-dioxaborolane-2-yl)-9H-carbazole CC1(C(OB(O1)C=1C=CC=2NC3=CC=CC=C3C2C1)(C)C)C